[(3R,9aS)-3-(3,4-Difluorophenyl)-3,4,6,7,9,9a-hexahydro-1H-pyrazino[2,1-c][1,4]oxazin-8-yl]-[2-chloro-3-(3-fluoro-1H-pyrazol-4-yl)phenyl]methanon FC=1C=C(C=CC1F)[C@@H]1CN2[C@H](CO1)CN(CC2)C(=O)C2=C(C(=CC=C2)C=2C(=NNC2)F)Cl